(+/-)-methyl 7-bromo-3-methyl-3-phenyl-2,3-dihydrobenzofuran-5-carboxylate BrC1=CC(=CC=2[C@](COC21)(C2=CC=CC=C2)C)C(=O)OC |r|